(2S,3S,4S,5R,6R)-2-((allyloxy)carbonyl)-6-bromotetrahydro-2H-pyran-3,4,5-triyl triacetate C(C)(=O)O[C@@H]1[C@H](O[C@@H]([C@@H]([C@H]1OC(C)=O)OC(C)=O)Br)C(=O)OCC=C